2-bromo-1-(4-((1-methyl-1H-pyrazol-4-yl)sulfonyl)piperazin-1-yl)ethan-1-one BrCC(=O)N1CCN(CC1)S(=O)(=O)C=1C=NN(C1)C